2-fluoro-8-azabicyclo[3.2.1]octane FC1C2CCC(CC1)N2